Butyl(1-(4-methyl-3-((1-(naphthalen-1-yl)cyclopropyl)carbamoyl)phenyl) piperidin-4-yl)carbamate C(CCC)OC(NC1CCN(CC1)C1=CC(=C(C=C1)C)C(NC1(CC1)C1=CC=CC2=CC=CC=C12)=O)=O